methyl (1s,4s)-2'-bromo-4-[(3-chlorophenyl)(trifluoroacetyl)amino]-6'-formylspiro[cyclohexane-1,1'-indene]-4-carboxylate BrC=1C2(C3=CC(=CC=C3C1)C=O)CCC(CC2)(C(=O)OC)N(C(C(F)(F)F)=O)C2=CC(=CC=C2)Cl